COC(C1=C(C=CC=C1)C1=NC2=C(N1C(C(NC1CCCCC1)=O)C1CCCCC1)C=C(C(=C2)F)Cl)=O 2-[6-chloro-1-(cyclohexyl-cyclohexylcarbamoyl-methyl)-5-fluoro-1H-benzimidazol-2-yl]-benzoic acid methyl ester